(2S,4R)-1-[(2S)-2-(4-cyclopropyltriazol-1-yl)-3,3-dimethyl-butanoyl]-4-hydroxy-N-[(4-methyl-2-phenyl-thiazol-5-yl)methyl]pyrrolidine-2-carboxamide C1(CC1)C=1N=NN(C1)[C@H](C(=O)N1[C@@H](C[C@H](C1)O)C(=O)NCC1=C(N=C(S1)C1=CC=CC=C1)C)C(C)(C)C